C(C)(C)(C)OC(=O)N[C@H](C(=O)OC)CC=1C=C2C(=CN1)N(N=C2)S(=O)(=O)C2=CC=CC=C2 methyl (S)-2-((tert-butoxycarbonyl)amino)-3-(1-(phenylsulfonyl)-1H-pyrazolo[3,4-c]pyridin-5-yl)propanoate